tert-butyl 5-amino-2-thiophenecarboxylate NC1=CC=C(S1)C(=O)OC(C)(C)C